Formaldehyde Sulfoxylate Sodium [Na+].S([O-])[O-].C=O.[Na+]